C1(CCCC1)C(CC#N)N1N=CC(=C1)N1C(=NC=2C1=C1C(=NC2)N(C=C1)S(=O)(=O)C1=CC=CC=C1)C(F)(F)F 3-cyclopentyl-3-(4-(6-(benzenesulfonyl)-2-(trifluoromethyl)imidazo[4,5-d]Pyrrolo[2,3-b]Pyridin-1(6H)-yl)-1H-pyrazol-1-yl)propionitrile